(6-(5-chloro-2-((1-methyl-2-oxopiperidin-4-yl)amino)pyrimidin-4-yl)-4-oxopyrrolo[2,1-f][1,2,4]triazin-3(4H)-yl)-N-((S)-1-(3-fluoro-5-methoxyphenyl)-2-hydroxyethyl)propionamide ClC=1C(=NC(=NC1)NC1CC(N(CC1)C)=O)C=1C=C2C(N(C=NN2C1)C(C(=O)N[C@H](CO)C1=CC(=CC(=C1)OC)F)C)=O